NC=1C(=NC=CN1)C1=NC=2C(=NC(=CC2)C2=NN(N=C2)CF)N1C1=CC=C(C=C1)CO (4-(2-(3-aminopyrazin-2-yl)-5-(2-(fluoromethyl)-2H-1,2,3-triazol-4-yl)-3H-imidazo[4,5-b]pyridin-3-yl)phenyl)methanol